C(C)(C)C1=C2C=C(N=CC2=C(C=C1)N1[C@@H]([C@H](C1)CS(=O)(=O)C)C)N 5-isopropyl-8-((2r,3s)-2-methyl-3-((methanesulfonyl)methyl)azetidin-1-yl)isoquinolin-3-amine